2-ethyl-2-(hydroxymethyl)-1,3-propanediol trimethacrylate C(C(=C)C)(=O)O.C(C(=C)C)(=O)O.C(C(=C)C)(=O)O.C(C)C(CO)(CO)CO